C(C)(C)(C)OC(=O)N1CC(C1)C=1SC(=CC1)SCC1=CC=C(C=C1)OC 3-(5-((4-methoxybenzyl)thio)thiophen-2-yl)azetidine-1-carboxylic acid tert-butyl ester